Butyl-(4-((3aR,4S,6R,6aS)-6-(4-((4-methoxybenzyl)(methyl)amino)-7H-pyrrolo[2,3-d]pyrimidin-7-yl)-2,2-dimethyltetrahydro-4H-cyclopenta[d][1,3]dioxol-4-yl)butyl)(phenethyl)carbamate C(CCC)OC(N(CCC1=CC=CC=C1)CCCC[C@H]1C[C@H]([C@@H]2OC(O[C@@H]21)(C)C)N2C=CC1=C2N=CN=C1N(C)CC1=CC=C(C=C1)OC)=O